3-[(cyclopropylmethyl)amino]-N-(2,6-dibromo-4-(1,1,1,2,3,3,3-heptafluoropropan-2-yl)phenyl)-4-fluorobenzamide C1(CC1)CNC=1C=C(C(=O)NC2=C(C=C(C=C2Br)C(C(F)(F)F)(C(F)(F)F)F)Br)C=CC1F